Anthracene-1,4-dicarboxylic acid difluoride C1(=CC=C(C2=CC3=CC=CC=C3C=C12)C(=O)F)C(=O)F